CN1C=2C3=C(C(=NN3CCC1=O)C1=NNC=C1)N=C(C2)N2[C@@H](COCC2)C (R)-6-methyl-4-(3-methylmorpholino)-2-(1H-pyrazol-3-yl)-8,9-dihydro-1,3,6,9a-tetraazabenzo[cd]azulene-7(6H)-one